3-[(3-chloro-2-methoxyphenyl)amino]-2-(6-methoxy-1,7-naphthyridin-4-yl)-1H,5H,6H,7H-pyrrolo[3,2-c]pyridin-4-one ClC=1C(=C(C=CC1)NC1=C(NC2=C1C(NCC2)=O)C2=CC=NC1=CN=C(C=C21)OC)OC